C1(CC1)C(CN1N=CC2=NC=C(C=C21)C=2C=C(C=CC2)C)=O Cyclopropyl-2-[6-(m-tolyl)pyrazolo[4,3-b]pyridin-1-yl]ethanone